NC(COCCOCCNC(COCCOCCNC(COCCOCCNC(COCCOCCNC(COCCOCCNC(COCCOCCNC(CCCOC1=CC(=C(C=C1)CO)OC)=O)=O)=O)=O)=O)=O)=O N-(53-amino-8,17,26,35,44,53-hexaoxo-3,6,12,15,21,24,30,33,39,42,48,51-dodecaoxa-9,18,27,36,45-pentaazatripentacontyl)-4-(4-(hydroxymethyl)-3-methoxyphenoxy)butanamide